1-(4-aminobenzyl)-4,5-dimethylpiperazin NC1=CC=C(CN2CCN(C(C2)C)C)C=C1